OC1=C2C(C=C(OC2=CC(=C1)OC1=NC(=NC(=C1)NC1=CC=C(C=C1)C)C)C1=CC=CC=C1)=O 5-Hydroxy-2-phenyl-7-((6-(4-methylphenylamino)-2-methylpyrimidin-4-yl)oxy)-4H-chromen-4-one